4-{[(2,5-dihydroxyphenyl) methyl] amino}-adamantyl benzoate C(C1=CC=CC=C1)(=O)OC12CC3C(C(CC(C1)C3)C2)NCC2=C(C=CC(=C2)O)O